C(CCCC=C)OC1=CC=C(C=C1)C1=CC=C(C=C1)OCCCCC=C 4,4'-bis(5-hexenyloxy)biphenyl